3-chloro-1,3-pentadiene ClC(C=C)=CC